CC1=NN2C(C(N(C=3C(=CC=CC23)N)C)C([2H])([2H])[2H])=N1 2,5-dimethyl-4-(methyl-d3)-4,5-dihydro-[1,2,4]triazolo[1,5-a]quinoxalin-6-amine